C(C)(C)(C)C=1C(C(=CC(C1)=NC1=CC=C(C=C1)NC(C)CC(C)C)C(C)(C)C)=O 2,6-di-tert-butyl-4-((4-((4-methylpent-2-yl)amino)phenyl)imino)cyclohex-2,5-dien-1-one